C(CCCCCCC)(=O)[SiH](O[SiH2]O[SiH3])C caprylylmethyl-trisiloxane